cis-1-chloro-2-fluoro-ethylene Cl\C=C/F